OC1=CC=C2CCCSC2=C1 7-hydroxythiochroman